BrC=1C=C(C2=C(N(C=N2)C)C1)F 6-bromo-4-fluoro-1-methyl-1H-benzo[d]imidazole